3-(2-cyano-ethyl)-5-methyl-4-(2,3-dichloro-phenyl)-2,6-dimethyl-1,4-dihydro-pyridine-3,5-dicarboxylic acid C(#N)CCC1(C(NC(C(C1C1=C(C(=CC=C1)Cl)Cl)(C(=O)O)C)C)C)C(=O)O